BrC=1C(=NC=C(C1)C(F)(F)F)N1[C@@H](CN(CC1)C(=O)OC(C)(C)C)CS (S)-(1-(3-bromo-5-(trifluoromethyl)pyridin-2-yl)-4-(tert-butoxycarbonyl)piperazin-2-yl)methyl mercaptan